1-(3-(2-(tert-butoxy)-2-oxoethyl)-5-fluorobenzyl)-1,8-diazaspiro[4.5]Decane-8-carboxylic acid tert-butyl ester C(C)(C)(C)OC(=O)N1CCC2(CCCN2CC2=CC(=CC(=C2)F)CC(=O)OC(C)(C)C)CC1